C(CCCC)(=O)O[C@@H]1[C@](O[C@H](C1)N1C=CC2=C1N=C(N=C2N)Cl)(CO)C#C (2R,3S,5R)-5-(4-amino-2-chloro-7H-pyrrolo[2,3-d]pyrimidin-7-yl)-2-ethynyl-2-(hydroxymethyl)tetrahydrofuran-3-yl pentanoate